methyl-4-(cyclohexyloxy)-2-(4-fluorostyryl)-6-hydroxybenzoate COC(C1=C(C=C(C=C1O)OC1CCCCC1)C=CC1=CC=C(C=C1)F)=O